ClC1=CC=C(C(=N1)C(=O)O)N[C@H](C)C1=C2N=C(C(=NC2=CC(=C1)C)C#N)NCC1(CC1)C(F)(F)F (R)-6-chloro-3-((1-(2-cyano-7-methyl-3-(((1-(trifluoromethyl)cyclopropyl)methyl)amino)quinoxalin-5-yl)ethyl)amino)picolinic acid